N1C(=S)NC(=O)C(C)=C1 2-thio-Thymine